C(#N)C1=C(C=C(C=C1)C=1C=C(SC1)C(=O)N1C2CCCC1CC2)F 8-(4-(4-cyano-3-fluorophenyl)thiophen-2-carbonyl)-8-azabicyclo[3.2.1]octane